ClC1=C2CN(C(C2=CC(=C1)C#CC1=CC=C(C=C1)CN1CCC(CC1)CO)=O)[C@@H](C(=O)NC=1SC=CN1)C1=C2N(C=N1)CCC2 |r| (2RS)-2-[4-chloro-6-[2-[4-[[4-(hydroxymethyl)-1-piperidinyl]methyl]phenyl]ethynyl]-1-oxo-isoindolin-2-yl]-2-(6,7-dihydro-5H-pyrrolo[1,2-c]imidazol-1-yl)-N-thiazol-2-yl-acetamide